methyl-3-[3-tert-butyl-5-(2H-benzotriazol-2-yl)-4-hydroxyphenyl]propionate COC(CCC1=CC(=C(C(=C1)N1N=C2C(=N1)C=CC=C2)O)C(C)(C)C)=O